4-(7,10-dioxo-6-(4-(trifluoromethyl)benzyl)-2-oxa-6,9-diazaspiro[4.5]decan-9-yl)-3-fluorobenzonitrile O=C1N(C2(CCOC2)C(N(C1)C1=C(C=C(C#N)C=C1)F)=O)CC1=CC=C(C=C1)C(F)(F)F